propan-2-yl 4-[2-fluoro-5-[[6-oxo-4-(trifluoromethyl)-1H-pyridine-3-carbonyl]amino]-4-[rac-(3R,5S)-3,4,5-trimethylpiperazin-1-yl]phenyl]-2,3,6,7-tetrahydroazepine-1-carboxylate FC1=C(C=C(C(=C1)N1C[C@H](N([C@H](C1)C)C)C)NC(=O)C1=CNC(C=C1C(F)(F)F)=O)C=1CCN(CCC1)C(=O)OC(C)C |r|